C1(CC1)C=1C=CC(=C(C1)NC(=O)N1C[C@](CC1)(C1=NC=NS1)C1=CC(=C(C=C1)C)F)CN1CC(CC1)(F)F |o1:14| (R or S)-N-(5-cyclopropyl-2-((3,3-difluoropyrrolidin-1-yl)methyl)phenyl)-3-(3-fluoro-4-methylphenyl)-3-(1,2,4-thiadiazol-5-yl)pyrrolidine-1-carboxamide